tert-butyl (R)-(1-((tert-butyldimethylsilyl)oxy)-2-methylbut-3-en-2-yl)(methyl)carbamate [Si](C)(C)(C(C)(C)C)OC[C@](C=C)(C)N(C(OC(C)(C)C)=O)C